P(=O)(OCN1/C(/SC(=N1)OC[C@@H]1OCCOC1)=N/C(=O)C=1C=NC(=CC1C1=CC(=NC=C1OC)Cl)C)(OC(C)(C)C)OC(C)(C)C (R,Z)-(5-((1,4-dioxan-2-yl)methoxy)-2-((2'-chloro-5'-methoxy-6-methyl-[4,4'-bipyridine]-3-carbonyl)imino)-1,3,4-thiadiazol-3(2H)-yl)methyl di-tert-butyl phosphate